NC1=CC(=C(C=C1)C1=CC=CC=C1)C 4-amino-2-methyl-1,1'-biphenyl